2-Oxo-2-[rac-(2R,5S)-2-(3,4-dimethylphenyl)-5-methyl-1-piperidyl]acetamide O=C(C(=O)N)N1[C@H](CC[C@@H](C1)C)C1=CC(=C(C=C1)C)C |r|